(3,4,5-trimethoxyphenyl)boronic acid COC=1C=C(C=C(C1OC)OC)B(O)O